[Na+].P([O-])([O-])=O.[Na+] phosphonate sodium salt